ClC=1SC2=C(N1)C=CC(=C2)CN2N(CCC2)C=O (2-((2-chlorobenzo[d]thiazol-6-yl)methyl)pyrazolidin-1-yl)methanone